N-(bis(4-(tributylsilyl)phenyl)phosphaneyl)-N-phenyl-1-(4-(tributylsilyl)phenyl)-1-(2-(trimethylsilyl)phenyl)phosphanamine C(CCC)[Si](C1=CC=C(C=C1)P(N(P(C1=C(C=CC=C1)[Si](C)(C)C)C1=CC=C(C=C1)[Si](CCCC)(CCCC)CCCC)C1=CC=CC=C1)C1=CC=C(C=C1)[Si](CCCC)(CCCC)CCCC)(CCCC)CCCC